NC1=[N+](C=2C=C(C=CC2C2=C1N=C(N2CC2=CC=C(C=C2)CN)CCCC)C(=O)OC)[O-] 4-amino-1-(4-(aminomethyl)benzyl)-2-butyl-7-(methoxycarbonyl)-1H-imidazo[4,5-c]quinoline 5-oxide